(E)-3-(2-((4-((S)-2-(4-chloro-2-fluorophenyl)-2-methylbenzo[d][1,3]dioxol-4-yl)piperidin-1-yl)methyl)-1-(((S)-oxetan-2-yl)methyl)-1H-imidazol-5-yl)acrylic acid ClC1=CC(=C(C=C1)[C@@]1(OC2=C(O1)C=CC=C2C2CCN(CC2)CC=2N(C(=CN2)/C=C/C(=O)O)C[C@H]2OCC2)C)F